1-(2-methyl-2-(4,4,5,5-tetramethyl-1,3,2-dioxaborolan-2-yl)propyl)-N-((5-(2-((1-methylpiperidin-4-yl)oxy)pyridin-4-yl)-2,3-dihydro-1H-inden-4-yl)carbamoyl)-1H-pyrazole-3-sulfonamide CC(CN1N=C(C=C1)S(=O)(=O)NC(NC1=C2CCCC2=CC=C1C1=CC(=NC=C1)OC1CCN(CC1)C)=O)(C)B1OC(C(O1)(C)C)(C)C